C1OC=2C=CC(=C3C(C=C(OC23)C2=C(C(=C(C=C2)O)O)O1)=O)O 8-methylenedioxy-3',4',5-trihydroxyflavone